7-chloro-3-(2,6-dichloro-3,5-dimethoxyphenyl)-N-(tetrahydro-2H-pyran-4-yl)-2,6-naphthyridine-1-amine ClC1=NC=C2C=C(N=C(C2=C1)NC1CCOCC1)C1=C(C(=CC(=C1Cl)OC)OC)Cl